3-(4-bromo-2-chloro-phenyl)-1,4-oxazepan-4-carboxylic acid tert-butyl ester C(C)(C)(C)OC(=O)N1C(COCCC1)C1=C(C=C(C=C1)Br)Cl